3-(3-(4-((3-propylphenoxy)methyl)benzyl)isoxazol-5-yl)pyridin-2-amine C(CC)C=1C=C(OCC2=CC=C(CC3=NOC(=C3)C=3C(=NC=CC3)N)C=C2)C=CC1